(S)-3,4-dichloro-N-(3-(2-chloro-4-hydroxyphenyl)-2-(dimethylamino)propyl)benzamide ClC=1C=C(C(=O)NC[C@H](CC2=C(C=C(C=C2)O)Cl)N(C)C)C=CC1Cl